4-(1-(Methylamino)ethyl)isoquinolin-1(2H)-one CNC(C)C1=CNC(C2=CC=CC=C12)=O